methyl-α-acetoxyisobutyrate COC(C(C)(C)OC(C)=O)=O